C1(=CC=CC2=CC=CC=C12)NC(C(=O)N[C@H](C(=O)N[C@@H](CCC(=O)O)C(COC1=C(C(=CC(=C1F)F)F)F)=O)C)=O (S)-4-((S)-2-(2-(naphthalen-1-ylamino)-2-oxoacetamido)propanamido)-5-oxo-6-(2,3,5,6-tetrafluorophenoxy)hexanoic acid